N4-[1-(4-methoxyphenyl)piperidin-4-yl]-2-methylpyridine-3,4-diamine COC1=CC=C(C=C1)N1CCC(CC1)NC1=C(C(=NC=C1)C)N